C(C1=CC=CC=C1)(=O)OC1C(CCCCC1)[Se]C1=CC=CC=C1 2-(phenylselanyl)cycloheptyl benzoate